3-(5-(1-((5-fluoro-4-oxo-3-(pyridin-2-yl)-3,4-dihydroquinazolin-6-yl)methyl)piperidin-4-yl)-1-oxoisoindolin-2-yl)piperidine-2,6-dione FC1=C2C(N(C=NC2=CC=C1CN1CCC(CC1)C=1C=C2CN(C(C2=CC1)=O)C1C(NC(CC1)=O)=O)C1=NC=CC=C1)=O